5-amino-2-[1-(5-fluoro-2-pyridyl)propyl]-8-[2-(hydroxymethyl)-6-methyl-4-pyridyl]-7-phenyl-[1,2,4]triazolo[4,3-c]pyrimidin-3-one NC1=NC(=C(C=2N1C(N(N2)C(CC)C2=NC=C(C=C2)F)=O)C2=CC(=NC(=C2)C)CO)C2=CC=CC=C2